Methyl 2-[4-[5-amino-4-cyano-1-(1,2,2,2-tetradeuterio-1-methylethyl)pyrazol-3-yl]phenyl]propanoate NC1=C(C(=NN1C(C([2H])([2H])[2H])(C)[2H])C1=CC=C(C=C1)C(C(=O)OC)C)C#N